N-[4-[4-(3-hydroxypiperidine-4-carbonyl)piperazine-1-carbonyl]-3-methyl-phenyl]-1-methyl-imidazole-2-carboxamide OC1CNCCC1C(=O)N1CCN(CC1)C(=O)C1=C(C=C(C=C1)NC(=O)C=1N(C=CN1)C)C